2,4-bis(trichloromethyl)-6-[2-(4-diethylamino-2-methylphenyl)vinyl]-1,3,5-triazine ClC(C1=NC(=NC(=N1)C(Cl)(Cl)Cl)C=CC1=C(C=C(C=C1)N(CC)CC)C)(Cl)Cl